C(#N)C(CNC=1C(=CC=C2C=CC(=CC12)C1=CC=CC(=N1)NC(C)=O)OC)=C N-(6-{8-[(2-cyano-2-methylideneethyl)amino]-7-methoxynaphthalen-2-yl}pyridin-2-yl)acetamide